F[P-](F)(F)(F)(F)F.N1(N=NC2=C1C=CC=C2)O[P+](N2CCCC2)(N2CCCC2)N2CCCC2 benzotriazol-1-yl-oxy-tris(pyrrolidinyl)phosphonium hexafluorophosphate